F[C@@H](CCCCCC(=O)NC1=C(C=C(C=C1)NCC1=CC=C(C=C1)C(F)(F)F)NC)CF (7S)-7,8-difluoro-N-(2-(methylamino)-4-((4-(trifluoromethyl)benzyl)amino)phenyl)octanamide